C1(CCCC1)NC1=CC=C(C=C1)C1C(CC2C(N1C(C1=C(C=CC=C1C)F)=O)CCC2)C(=O)NC2=CC(=C(C=C2)C)P(=O)(C)C [4-(cyclopentylamino)phenyl]N-(3-dimethylphosphoryl-4-methyl-phenyl)-1-(2-fluoro-6-methyl-benzoyl)-2,3,4,4a,5,6,7,7a-octahydrocyclopenta[b]pyridine-3-carboxamide